3-(2-chloro-6-(trifluoromethyl)pyrimidin-4-yl)-1-ethyl-3-azabicyclo[3.1.0]hexane-6-carbaldehyde ClC1=NC(=CC(=N1)N1CC2(C(C2C1)C=O)CC)C(F)(F)F